2-amino-1-((cis)-3-(trifluoromethoxy)cyclobutyl)ethanone hydrochloride Cl.NCC(=O)[C@@H]1C[C@@H](C1)OC(F)(F)F